4-Isopropyl-3-methyl-5-(8-methyl-[1,2,4]triazolo[1,5-a]pyridin-6-yl)-6H-thieno[2,3-b]pyrrole-2-carboxylic acid methyl ester COC(=O)C1=C(C2=C(NC(=C2C(C)C)C=2C=C(C=3N(C2)N=CN3)C)S1)C